COC1=C(CNC2C[C@H](C3=CC=CC=C23)N)C=CC(=C1)OC (3R)-N1-(2,4-dimethoxybenzyl)-2,3-dihydro-1H-indene-1,3-diamine